FC1(CC1)C1=NC=CC(=C1)N 2-(1-Fluorocyclopropyl)pyridin-4-amine